1-(6-(1-methyl-1H-pyrazol-4-yl)pyrazin-2-yl)piperidin-4-one CN1N=CC(=C1)C1=CN=CC(=N1)N1CCC(CC1)=O